FC1(CCC(N(C1)NCC1=NC=C(C=C1)C(F)(F)F)=O)F 5,5-difluoro-1-(((5-(trifluoromethyl)pyridin-2-yl)methyl)amino)piperidin-2-one